CC(C(=O)O)(\C=C\CC(=O)O)C1=CC(=CC=C1)OC 2-methyl-2-(3-methoxy-phenyl)trans-3-hexenedioic acid